((R)-1-phenylpropyl)-amide C1(=CC=CC=C1)[C@@H](CC)[NH-]